(S,E)-2,2-dimethyl-8-oxo-2,3,4,8-tetrahydropyrano[3,2-g]chromen-3-yl 3-(benzo[d][1,3]dioxol-5-yl)acrylate O1COC2=C1C=CC(=C2)/C=C/C(=O)O[C@@H]2C(OC1=CC3=C(C=C1C2)C=CC(O3)=O)(C)C